C(#N)C(C)C=1C=C(C(=O)N[C@H]2C[C@H](CCC2)NC2=CC(=NC3=CC=CC=C23)C(F)(F)F)C=CC1 3-(1-cyanoethyl)-N-[(1R,3S)-3-{[2-(trifluoromethyl)quinolin-4-yl]amino}cyclohexyl]benzamide